5-[2-(2-{8-Oxatricyclo[7.4.0.02,7]trideca-1(9),2(7),3,5,10,12-hexaen-4-sulfonamido}phenyl)ethynyl]pyridin C1=2C=3C=C(C=CC3OC2C=CC=C1)S(=O)(=O)NC1=C(C=CC=C1)C#CC=1C=CC=NC1